(S)-6-cyclopropyl-N-(2,5-diaminopentyl)-1H-indole-2-carboxamide hydrogen chloride salt Cl.C1(CC1)C1=CC=C2C=C(NC2=C1)C(=O)NC[C@H](CCCN)N